OC1C(CC(C1C)C)=O 2-Hydroxy-3,4-dimethylcyclopentanon